FC(C1=NC=C(C=C1)B(O)O)(F)F 2-(trifluoromethyl)pyridin-5-boronic acid